C1(CC1)CS(=O)(=O)N 1-cyclopropylmethylsulfonamide